2,6-Dimethyl-10-(2-methyl-pyridin-3-yl)-6,7-dihydro-4,6-diaza-dibenzo[a,c]cyclohepten-5-one CC1=CC2=C(C(N(CC3=C2C=C(C=C3)C=3C(=NC=CC3)C)C)=O)N=C1